O1N=CNC1=O 4H-1,2,4-oxadiazole-5-one